N1(CCCCCC1)C(=O)C1=CC2=C(C=N1)C(=NN2COCC[Si](C)(C)C)C2=CN=C1N2C=C(C=C1)F azepan-1-yl-[3-(6-fluoro-imidazo[1,2-a]pyridin-3-yl)-1-(2-trimethylsilyl-ethoxymethyl)-1H-pyrazolo[4,3-c]pyridin-6-yl]-methanone